C(=O)C=1C(=C2C=C(N(C2=CC1)CC1CN(C(CO1)=O)CC(C)C)C#N)C 5-formyl-1-[(4-isobutyl-5-oxomorpholin-2-yl)methyl]-4-methyl-1H-indole-2-carbonitrile